Benzyl 3-(2,4-dichlorophenyl)-6-(4-(2-morpholinoethoxy)-4-oxobutyl)-3,6-dihydro-2H-1,2,6-thiadiazine-4-carboxylate 1,1-dioxide ClC1=C(C=CC(=C1)Cl)C1NS(N(C=C1C(=O)OCC1=CC=CC=C1)CCCC(=O)OCCN1CCOCC1)(=O)=O